[Si].[S] Sulfur Silicon